NC=1C(=NC=CC1)C1=NC=CC=C1 amino-2,2'-bipyridine